OC1=C(C(=CC(=C1)OC1OC(C(C(C1O)O)O)CO)O)C(CCC1=CC(=C(C=C1)O)OC)=O 1-[2,6-dihydroxy-4-[3,4,5-trihydroxy-6-(hydroxymethyl)oxan-2-yl]oxy-phenyl]-3-(4-hydroxy-3-methoxyphenyl)propan-1-one